(rac)-((1s,3s)-3-hydroxy-3-methylcyclobutyl)(6-(4-(trifluoromethoxy)phenyl)-2-azaspiro[3.4]oct-2-yl)methanone OC1(CC(C1)C(=O)N1CC2(C1)C[C@@H](CC2)C2=CC=C(C=C2)OC(F)(F)F)C |r|